7-hydroxy-1-methyl-2,3-dihydro-1H-indene OC=1C=CC=C2CCC(C12)C